C(C)(C)(C)[S@@](=O)N1[C@@H]([C@@H](C1)CN(C(OC(C)(C)C)=O)C)C1CCC1 tert-butyl (((2R,3R)-1-((R)-tert-butylsulfinyl)-2-cyclobutylazetidin-3-yl)methyl)(methyl)carbamate